6-cyclopropyl-1-(1-cyclopropylethyl)-N-[2-(dimethylamino)ethyl]-1H-pyrazolo[3,4-b]pyridine-4-carboxamide C1(CC1)C=1C=C(C2=C(N1)N(N=C2)C(C)C2CC2)C(=O)NCCN(C)C